4-bromo-N-(trans-4-methoxycyclohexyl)-2-nitroaniline BrC1=CC(=C(N[C@@H]2CC[C@H](CC2)OC)C=C1)[N+](=O)[O-]